OC[C@H]1N(CC(C1)C1=CC=C(C=C1)C(F)(F)F)C1=CC=C(C#N)C=C1 4-((2S)-2-(hydroxymethyl)-4-(4-(trifluoromethyl)phenyl)pyrrolidin-1-yl)benzonitrile